CC1=NC(=CC=C1NC(=O)C1C(CCCC1)C(=O)O)C1=C(C(=NO1)C)NC1=NC(=CN=C1)C1=NC=CC=C1 2-((2-methyl-6-(3-methyl-4-((6-(pyridin-2-yl)pyrazin-2-yl)amino)isoxazol-5-yl)pyridin-3-yl)carbamoyl)cyclohexane-1-carboxylic acid